FC(C(=O)O)(F)F.N[C@@H]1CC[C@H](CC1)C(=O)NC1=NC2=CC=C(C=C2C=C1)Cl trans-4-amino-N-(6-chloroquinolin-2-yl)cyclohexanecarboxamide 2,2,2-trifluoroacetate